5-((1H-pyrazol-1-yl)methyl)-N-((5-(1-cyclopropyl-1-hydroxyethyl)-2-methoxyphenyl)sulfonyl)-6-methoxypicolinamide N1(N=CC=C1)CC=1C=CC(=NC1OC)C(=O)NS(=O)(=O)C1=C(C=CC(=C1)C(C)(O)C1CC1)OC